2-(2-(4-methyl-3-cyclohexenyl)propyl)thiazolidine-4-carboxylic acid CC1=CCC(CC1)C(CC1SCC(N1)C(=O)O)C